FC=1C=C(OCC(=O)N[C@@H]2CN[C@H](CC2)C=2OC(=NN2)OCCOC(F)(F)F)C=CC1C(F)(F)F 2-[3-fluoro-4-(trifluoromethyl)phenoxy]-N-[(3s,6r)-6-{5-[2-(trifluoromethoxy)ethoxy]-1,3,4-oxadiazol-2-yl}piperidin-3-yl]acetamide